COC(=O)C1CCC(CC1)C=1C=C2C(=NC(=NC2=CC1OC)C)Cl (1R,4R)-4-(4-chloro-7-methoxy-2-methylquinazolin-6-yl)cyclohexane-1-carboxylic acid methyl ester